2-(4-(3-Fluorooxetan-3-yl)-2,6-diisopropylphenyl)acetic acid tert-butyl ester C(C)(C)(C)OC(CC1=C(C=C(C=C1C(C)C)C1(COC1)F)C(C)C)=O